FC(C(=O)O)(F)F.C(N)(=N)C1=CC=C(CNC(C(C)NC(=O)C=2NC=CC2)=O)C=C1 N-(1-((4-amidinobenzyl)amino)-1-oxopropan-2-yl)-1H-pyrrole-2-carboxamide trifluoroacetate